R-α-phenylethylamine R-2-(1-hydroxy-n-pentyl)benzoate O[C@H](CCCC)C1=C(C(=O)O)C=CC=C1.C1(=CC=CC=C1)[C@@H](C)N